N1N=CC(=C1)C1=CC=C(C=C1)N1C(N(C2(C1)CCN(CC2)C([C@@H](C)O)=O)CC2=CC(=CC=C2)OC)=O (R)-3-(4-(1H-pyrazol-4-yl)phenyl)-8-(2-hydroxypropionyl)-1-(3-methoxybenzyl)-1,3,8-triazaspiro[4.5]decan-2-one